FC(C)(F)C1=CC(=C(C=C1)C1=C(N=C(N=N1)N1CCC2C1CN(CC2)C)C)OC 1-(6-(4-(1,1-difluoro-ethyl)-2-methoxyphenyl)-5-methyl-1,2,4-triazin-3-yl)-6-methyloctahydro-1H-pyrrolo[2,3-c]pyridine